nickel selenide manganese [Mn].[Ni]=[Se]